C(=O)C=1C=C(C(=O)NC)C=C(C1)O 3-FORMYL-5-HYDROXY-N-METHYLBENZAMIDE